[(1R)-2-[(3S)-7-methyl-2,3-dihydro-1-benzofuran-3-yl]-1-{[(1S,4R,4R)-7-oxabicyclo[2.2.1]heptan-2-yl]formamido}ethyl]boronic acid CC1=CC=CC=2[C@@H](COC21)C[C@H](NC(=O)C2[C@@H]1CC[C@H](C2)O1)B(O)O